C(C)(C)N(C(OC1=C(C=CC2=CC=CC=C12)OC(N(C(C)C)C(C)C)=O)=O)C(C)C naphthalene-1,2-diyl bis(diisopropylcarbamate)